(S)-5-(4'-difluoromethyl-2'-methoxy-3,4,5,6-tetrahydro-2H-[1,3']bipyridinyl-4-yl)-4-methyl-7-(2-trifluoromethyl-benzyl)-2,4,5,7-tetrahydro-pyrazolo[3,4-d]pyrimidin-6-one FC(C1=C(C(=NC=C1)OC)N1CCC(CC1)N1C(N(C=2C([C@@H]1C)=CNN2)CC2=C(C=CC=C2)C(F)(F)F)=O)F